Isopropyl((S)-(((2R,3R,4R,5R)-5-(2-Amino-6-(Methylamino)-9H-Purin-9-Yl)-4-Fluoro-3-Hydroxy-4-Methyltetrahydrofuran-2-Yl)Methoxy)(Phenoxy)Phosphoryl)-L-Alaninate C(C)(C)N([C@@H](C)C(=O)[O-])[P@@](=O)(OC1=CC=CC=C1)OC[C@H]1O[C@H]([C@]([C@@H]1O)(C)F)N1C2=NC(=NC(=C2N=C1)NC)N